C(C)(C)(C)OC(=O)N1CCC2(CC1)COC=1C2=CC=2N(C(NC2C1)=O)C 1-methyl-2-oxo-2,3-dihydro-1H,6H-spiro[benzofurano[5,6-d]imidazole-7,4'-piperidin]-1'-carboxylic acid tert-butyl ester